4-((3-(2-(tert-butyl)phenyl)-2,4-dioxo-3,4-dihydroquinazolin-1(2H)-yl)methyl)-N-hydroxybenzoamide C(C)(C)(C)C1=C(C=CC=C1)N1C(N(C2=CC=CC=C2C1=O)CC1=CC=C(C(=O)NO)C=C1)=O